N[C@@H](CCC(=O)O)C(=O)O.C(C)N1CN(C=C1)C 1-ethyl-3-methylimidazole glutamate